BrC=1C=C2C(=NC=NN2C1)N1CC2CCC(C1)N2C(=O)[C@H]2[C@@H](C2)F (3-(6-bromopyrrolo[2,1-f][1,2,4]triazin-4-yl)-3,8-diazabicyclo[3.2.1]octan-8-yl)((1S,2R)-2-fluorocyclopropyl)methanone